C1(CCC1)CN1C(NCC12CCC(CC2)(C2=CC(=CC=C2)F)N(C)C)=O 1-(cyclobutyl-methyl)-8-dimethylamino-8-(3-fluorophenyl)-1,3-diazaspiro[4.5]decan-2-one